ClC1=CC(=C(C(=C1)C)C1=CC=C2C(=N1)N=C(O2)N[C@H]2CN(CCC2)C(=O)C2CC(C2)=O)O 3-[(3R)-3-[[5-(4-chloro-2-hydroxy-6-methyl-phenyl)oxazolo[4,5-b]pyridin-2-yl]amino]piperidine-1-carbonyl]cyclobutanone